4-(difluoromethoxy)-3,5-difluoro-N-[(5-fluoro-4-methylpyridin-3-yl)methyl]benzamide FC(OC1=C(C=C(C(=O)NCC=2C=NC=C(C2C)F)C=C1F)F)F